3-methoxy-2-(2-methylpropyl)-5-(2-methylpropyl)pyrazine COC=1C(=NC=C(N1)CC(C)C)CC(C)C